CC1=CN=C2N1C=C(C=C2)C=2C=1N(C(=NC2C=2OC=CN2)N)N=C(N1)CC1OCCC1 8-(3-methylimidazo[1,2-a]pyridin-6-yl)-7-(oxazol-2-yl)-2-((tetrahydrofuran-2-yl)methyl)-[1,2,4]triazolo[1,5-c]pyrimidin-5-amine